butylsulfanyl-2,5-dimethoxyphenethylamine C(CCC)SNCCC1=C(C=CC(=C1)OC)OC